(R)-N-(2-chloro-3'-(5-((3-fluoropyrrolidin-1-yl)methyl)-6-methoxypyridin-2-yl)-2'-methyl-[1,1'-biphenyl]-3-yl)-1,5-dimethyl-4,5,6,7-tetrahydro-1H-imidazo[4,5-c]pyridine-2-carboxamide ClC1=C(C=CC=C1NC(=O)C=1N(C2=C(CN(CC2)C)N1)C)C1=C(C(=CC=C1)C1=NC(=C(C=C1)CN1C[C@@H](CC1)F)OC)C